1-(5-(piperazin-1-yl)pyridin-2-yl)guanidine di(2,2,2-trifluoroacetate) FC(C(=O)O)(F)F.FC(C(=O)O)(F)F.N1(CCNCC1)C=1C=CC(=NC1)NC(=N)N